4-(((S)-1-(4-chloro-8-((S)-1-hydroxyethyl)-1-oxo-2-phenyl-1,2-dihydroisoquinolin-3-yl)ethyl)amino)pyrido[2,3-d]pyrimidin-5(8H)-one ClC1=C(N(C(C2=C(C=CC=C12)[C@H](C)O)=O)C1=CC=CC=C1)[C@H](C)NC=1C2=C(N=CN1)NC=CC2=O